(R,E)-4-chloro-N-(4-(8-(4-chloro-2-(1-methoxyethyl)-1,6-dimethyl-1H-benzo[d]imidazol-5-yl)indolizine-3-carbonyl)-2,6-difluorophenyl)but-2-enamide ClC/C=C/C(=O)NC1=C(C=C(C=C1F)C(=O)C1=CC=C2C(=CC=CN12)C1=C(C2=C(N(C(=N2)[C@@H](C)OC)C)C=C1C)Cl)F